NC1=NC(=C(C=2N1C(N(N2)CC=2OC=NN2)=O)C2=CC(=NC(=C2)C)C)C2=CC=CC=C2 5-amino-8-(2,6-dimethyl-4-pyridyl)-2-(1,3,4-oxadiazol-2-ylmethyl)-7-phenyl-[1,2,4]triazolo[4,3-c]pyrimidin-3-one